P(OCC1=CC=C(C=C1)C=C)([O-])=O p-vinylbenzyl phosphonate